(S)-tert-butyl ((6-(2-chloro-3-(3-chloro-2-(4-(((2-hydroxyethyl)amino)methyl)-3-methoxyphenyl)pyridin-4-yl)phenyl)-2-methoxypyridin-3-yl)methyl)((5-oxopyrrolidin-2-yl)methyl)carbamate ClC1=C(C=CC=C1C1=C(C(=NC=C1)C1=CC(=C(C=C1)CNCCO)OC)Cl)C1=CC=C(C(=N1)OC)CN(C(OC(C)(C)C)=O)C[C@H]1NC(CC1)=O